11-Hydroxy-tetracos-13-enoic acid OC(CCCCCCCCCC(=O)O)CC=CCCCCCCCCCC